bis(2,4-di-tert-butylphenyl) diphosphite O(P(OC1=C(C=C(C=C1)C(C)(C)C)C(C)(C)C)OP([O-])[O-])C1=C(C=C(C=C1)C(C)(C)C)C(C)(C)C